O=S1(CC(C1)C1CCNCC1)=O 4-(1,1-dioxidothietan-3-yl)piperidin